octanic acid amide C(CCCCCCC)(=O)N